N-[2-(p-toluenesulfonyloxy)phenyl]-N'-[4-(p-toluenesulfonyloxy)phenyl]urea CC1=CC=C(C=C1)S(=O)(=O)OC1=C(C=CC=C1)NC(=O)NC1=CC=C(C=C1)OS(=O)(=O)C1=CC=C(C)C=C1